C(=O)C(C(=O)OC)C1CCN(CC1)C(=O)OCC1=CC=CC=C1 benzyl 4-(1-formyl-2-methoxy-2-oxo-ethyl)piperidine-1-carboxylate